(S)-(6-(3-chloro-1H-pyrazol-4-yl)-1-(2-((2,2-difluoroethyl)(ethyl)amino)ethyl)-1H-indol-3-yl)(6-methoxychroman-3-yl)methanone ClC1=NNC=C1C1=CC=C2C(=CN(C2=C1)CCN(CC)CC(F)F)C(=O)[C@@H]1COC2=CC=C(C=C2C1)OC